5-amino-1-cyclopentyl-3-[2-fluoro-4-[[(2-methoxybenzoyl)amino]methyl]phenyl]pyrazole-4-carboxamide NC1=C(C(=NN1C1CCCC1)C1=C(C=C(C=C1)CNC(C1=C(C=CC=C1)OC)=O)F)C(=O)N